NC[C@H](O)[C@@H](O)[C@H](O)[C@H](O)CO.OC1[C@H](N)[C@@H](O)[C@H](O)[C@H](O1)CO glucosamine (glucamine) salt